2-(2-oxabicyclo[2.1.1]hexan-4-yl)-N-(1-cyclopropyl-2-oxo-1,2-dihydropyridin-3-yl)-7-isopropoxyimidazo[1,2-a]pyridine-6-carboxamide C12OCC(C1)(C2)C=2N=C1N(C=C(C(=C1)OC(C)C)C(=O)NC=1C(N(C=CC1)C1CC1)=O)C2